CN(C(C(=O)C1=CC=C(C=C1)N1CCOCC1)(CC)CC1=CC=C(C=C1)C)C 2-dimethylamino-2-(4-methyl-benzyl)-1-(4-morpholin-4-yl-phenyl)-butane-1-one